benzyl (2R,4S)-2-(2-(difluoromethoxy)ethyl)-4-(4-(trifluoromethyl)phenoxy)pyrrolidine-1-carboxylate FC(OCC[C@H]1N(C[C@H](C1)OC1=CC=C(C=C1)C(F)(F)F)C(=O)OCC1=CC=CC=C1)F